(±)-2-Bromo-2-(6-bromopyridin-2-yl)acetic acid ethyl ester C(C)OC([C@@H](C1=NC(=CC=C1)Br)Br)=O |r|